5-(2-((2-(difluoromethyl)quinazolin-4-yl)thio)acetyl)thiophen FC(C1=NC2=CC=CC=C2C(=N1)SCC(=O)C1=CC=CS1)F